4-(4-(cyclopropyldifluoromethyl)phenyl)butanoic acid C1(CC1)C(C1=CC=C(C=C1)CCCC(=O)O)(F)F